2-amino-4-bromo-5-methylphenol NC1=C(C=C(C(=C1)Br)C)O